4-[1-(3-chlorobenzoyl)-2,3-dihydro-1H-pyrrolo[2,3-c]pyridin-4-yl]benzonitrile ClC=1C=C(C(=O)N2CCC=3C2=CN=CC3C3=CC=C(C#N)C=C3)C=CC1